(6-(2-chloro-3,5-dimethoxyphenyl)-2-(methylamino)-7-oxopyrido[2,3-d]pyrimidin-8(7H)-yl)-2-azaspiro[3.3]heptane-2-carboxylic acid tert-butyl ester C(C)(C)(C)OC(=O)N1C(C2(C1)CCC2)N2C(C(=CC1=C2N=C(N=C1)NC)C1=C(C(=CC(=C1)OC)OC)Cl)=O